5-(((5-methylpyridin-2-yl)oxy)methyl)-2-oxabicyclo[3.1.1]heptan CC=1C=CC(=NC1)OCC12CCOC(C1)C2